N1=NC=CC2=CC=C(C=C12)N 7-cinnolinylamine